2,5-bis{(γ-(dimethylamino)propyl)aminocarbonyl}terephthalic acid CN(CCCNC(=O)C1=C(C(=O)O)C=C(C(=C1)C(=O)O)C(=O)NCCCN(C)C)C